2-bromo-1-(4-methyl-3-nitro-phenyl)ethanone 3-(1,1,1,3,5,5,5-heptamethyltrisiloxan-3-yl)propyl-methacrylate C[Si](O[Si](O[Si](C)(C)C)(C)CCCOC(C(=C)C)=O)(C)C.BrCC(=O)C1=CC(=C(C=C1)C)[N+](=O)[O-]